(R)-1-methyl-2-[(1-phenyl-3-butenyl)oxy]-benzene CC1=C(C=CC=C1)O[C@H](CC=C)C1=CC=CC=C1